7-(5-methoxy-2-methyl-4-nitrophenyl)-2,7-diazaspiro[3.5]nonane-2-carboxylic acid tert-butyl ester C(C)(C)(C)OC(=O)N1CC2(C1)CCN(CC2)C2=C(C=C(C(=C2)OC)[N+](=O)[O-])C